6-(1H-imidazol-1-yl)-4-methoxy-N-[2-(trifluoromethyl)pyridin-4-yl]pyridine-2-carboxamide N1(C=NC=C1)C1=CC(=CC(=N1)C(=O)NC1=CC(=NC=C1)C(F)(F)F)OC